ethyl (E)-3-(6-(4-cyclopropyl-6-methoxypyrimidin-5-yl)-2-((4-(1-methyl-4-(trifluoromethyl)-1H-imidazol-2-yl)benzyl)amino)pyridin-3-yl)acrylate C1(CC1)C1=NC=NC(=C1C1=CC=C(C(=N1)NCC1=CC=C(C=C1)C=1N(C=C(N1)C(F)(F)F)C)/C=C/C(=O)OCC)OC